4-(3-(4-(2-(4-methoxy-phenyl)propan-2-yl)thiazol-2-yl)ureido)-N-(1-methyl-piperidin-4-yl)butanamide COC1=CC=C(C=C1)C(C)(C)C=1N=C(SC1)NC(NCCCC(=O)NC1CCN(CC1)C)=O